ethyl 3-formylbenzo[b]thiophene-2-carboxylate C(=O)C=1C2=C(SC1C(=O)OCC)C=CC=C2